CC1N(CC=C(C1)OS(=O)(=O)C(F)(F)F)C methyl-1-methyl-1,2,3,6-tetrahydropyridin-4-yl-trifluoromethanesulfonic acid